2-(6-(5-chloro-2-(4-(4-(3-(2-(2-hydroxyethoxy)ethoxy)propoxy)phenyl)piperidin-1-yl)pyrimidin-4-ylamino)-1-methyl-2-oxo-1,2-dihydroquinolin-3-yloxy)-N-methylacetamide ClC=1C(=NC(=NC1)N1CCC(CC1)C1=CC=C(C=C1)OCCCOCCOCCO)NC=1C=C2C=C(C(N(C2=CC1)C)=O)OCC(=O)NC